CN(C)C=NS(=O)(=O)N1CCC2(C([C@H]2C(=O)N(C)OC)(F)F)CC1 (1R)-6-{[(Dimethylamino)methylidene]sulfamoyl}-2,2-difluoro-N-methoxy-N-methyl-6-azaspiro[2.5]octane-1-carboxamide